1-ethyl-methylimidazolium chloride [Cl-].C(C)N1C(=[NH+]C=C1)C